CC(CC[C@@H](C(=O)O)NCC=1C=CC=C2C=CN(C12)C)(C)C (2S)-5,5-dimethyl-2-{[(1-methyl-1H-indol-7-yl)methyl]amino}hexanoic acid